N-[(5-cyclopropyl-6-fluoropyridin-2-yl)(phenyl)methyl]-1-{2-[5-(difluoromethyl)-1H-pyrazol-1-yl]acetyl}-4-fluoropyrrolidine-2-carboxamide C1(CC1)C=1C=CC(=NC1F)C(NC(=O)C1N(CC(C1)F)C(CN1N=CC=C1C(F)F)=O)C1=CC=CC=C1